[3-(triethoxysilyl) propyl] tetrasulfide C(C)O[Si](CCCSSSSCCC[Si](OCC)(OCC)OCC)(OCC)OCC